OC1=C(C=CC(=C1)C)C=1SC[C@H](N1)C1SC[C@@H](N1C)C(=O)O (4S)-2-((S)-2-(2-hydroxy-4-methylphenyl)-4,5-dihydrothiazol-4-yl)-3-methylthiazolidine-4-carboxylic acid